C(C)(C)(C)[C@@H]1N=C(OC1)C1=NC=CC=N1 (S)-4-tertiary butyl-2-(2-pyrimidinyl)-4,5-dihydro-oxazole